C(C)(=O)NCC1=NC(=CC(=C1)C1=C(N=C(S1)N1CC2(COC2)C1)C1=CC(=CC=C1)C#N)C N-[5-[2-(acetamidomethyl)-6-methyl-4-pyridyl]-4-(3-cyanophenyl)thiazol-2-yl]-2-oxa-6-azaspiro[3.3]heptane